FC(C1=CC=C(C=C1)S(=O)(=O)CC#N)(F)F [4-(Trifluoromethyl)phenylsulfonyl]acetonitrile